C[Si](CCOC(NCCCN(C(CCl)=O)[C@H](C(C)(C)C)C=1N(C=C(C1)C1=C(C=CC(=C1)F)F)CC1=CC=CC=C1)=O)(C)C 2-(Trimethylsilyl)ethyl-{3-[{(1R)-1-[1-benzyl-4-(2,5-difluorophenyl)-1H-pyrrol-2-yl]-2,2-dimethylpropyl}(chloroacetyl)amino]propyl}carbamate